OCCCC1CCN(CC1)C=1C=C(C=CC1)C1C(NC(CC1)=O)=O 3-[3-[4-(3-hydroxypropyl)-1-piperidyl]phenyl]piperidine-2,6-dione